bromo-1-methyl-1,3-dihydro-2λ6-benzo[c][1,2]thiazole-2,2-dione BrC1C2=C(N(S1(=O)=O)C)C=CC=C2